(R)-7-chloro-4-(3-hydroxypyrrolidin-1-yl)-1-(1H-benzimidazol-5-yl)quinazolin-2(1H)-one ClC1=CC=C2C(=NC(N(C2=C1)C1=CC2=C(NC=N2)C=C1)=O)N1C[C@@H](CC1)O